[Ir](=O)=O Iridium(IV) oxide